methyl 3-[6-[3-(6-methyl-2-pyridyl)-1H-pyrazol-4-yl]-1,5-naphthyridin-3-yl]-7,8-dihydro-5H-pyrido[4,3-c]pyridazine-6-carboxylate CC1=CC=CC(=N1)C1=NNC=C1C=1N=C2C=C(C=NC2=CC1)C1=CC2=C(N=N1)CCN(C2)C(=O)OC